2-(3-(trans-4-benzamidocyclohexyl)-1H-pyrrolo[2,3-c]pyridine-1-yl)-5-fluoro-N-isopropyl-N-methylbenzamide C(C1=CC=CC=C1)(=O)N[C@@H]1CC[C@H](CC1)C1=CN(C2=CN=CC=C21)C2=C(C(=O)N(C)C(C)C)C=C(C=C2)F